1-((1s,3s)-3-(piperidin-1-yl)cyclobutyl)spiro[indoline-3,4'-piperidine]-2-one N1(CCCCC1)C1CC(C1)N1C(C2(CCNCC2)C2=CC=CC=C12)=O